C(C)N1N=CC(=C1)NC1=NC=2C=C(C(=C(C2C=N1)N)F)C1=C(C2=C(OCCN2)N=C1)C N~2~-(1-ethyl-1H-pyrazol-4-yl)-6-fluoro-7-(8-methyl-2,3-dihydro-1H-pyrido[2,3-b][1,4]oxazin-7-yl)quinazoline-2,5-diamine